NC([C@H](CC1=CNC2=CC=CC=C12)NC(CNC(CNC(CN1CCN(CCN(CC1)CC(=O)[O-])CC(=O)[O-])=O)=O)=O)=O.[Ga+3].NC([C@H](CC1=CNC2=CC=CC=C12)NC(CNC(CNC(CN1CCN(CCN(CC1)CC(=O)[O-])CC(=O)[O-])=O)=O)=O)=O.NC([C@H](CC1=CNC2=CC=CC=C12)NC(CNC(CNC(CN1CCN(CCN(CC1)CC(=O)[O-])CC(=O)[O-])=O)=O)=O)=O.[Ga+3] Gallium (S)-2,2'-(7-(2-((2-((2-((1-amino-3-(1H-indol-3-yl)-1-oxopropan-2-yl)amino)-2-oxoethyl)amino)-2-oxoethyl)amino)-2-oxoethyl)-1,4,7-triazonane-1,4-diyl)diacetate